C[C@@H]1CN(CCO1)C1=CC=CC(=N1)C1=NC2=CC(=NC=C2C=C1)CNC(=O)C=1C=C2C(=COCCS2(=O)=O)CC1 N-[[2-[6-[(2R)-2-methylmorpholin-4-yl]-2-pyridyl]-1,6-naphthyridin-7-yl]methyl]-1,1-dioxo-3,6-dihydro-2H-4,1λ6-benzoxathiepine-8-carboxamide